S1C(=S)NC(=O)C1 rhodanine